ethyl (S)-3-amino-3-(2,4-difluoro-2',5,6'-trimethyl-[1,1'-biphenyl]-3-yl)propanoate N[C@@H](CC(=O)OCC)C=1C(=C(C=C(C1F)C)C1=C(C=CC=C1C)C)F